O1NOC2=C1C=CC=C2C(=O)N2[C@@H](C=1N(CC2)C(=NN1)C1=NC(=NS1)C)C (R)-benzo[d][1,3]dioxazol-4-yl-(8-methyl-3-(3-methyl-1,2,4-thiadiazol-5-yl)-5,6-dihydro-[1,2,4]triazolo[4,3-a]pyrazin-7(8H)-yl)methanone